Fmoc-aspartic acid 4-tert-butyl ester C(C)(C)(C)OC(C[C@H](NC(=O)OCC1C2=CC=CC=C2C2=CC=CC=C12)C(=O)O)=O